COC=1C(=NC=C(C1)C1=CN(C(C(=C1C)C)=O)C)C=O 3-methoxy-5-(1,4,5-trimethyl-6-oxo-3-pyridinyl)pyridine-2-carbaldehyde